Sodium (3-pentylphenyl) acetate C(C)(=O)OC1=CC(=CC=C1)CCCCC.[Na]